O1[C@H]2[C@H](NC(C1)=O)CNCC2 |r| rac-trans-4a,5,6,7,8,8a-hexahydro-4H-pyrido[4,3-b][1,4]oxazin-3-one